2-amino-3-(((tert-butyldimethylsilyl)oxy)methyl)-7-fluoro-quinoline-6-carboxylic acid NC1=NC2=CC(=C(C=C2C=C1CO[Si](C)(C)C(C)(C)C)C(=O)O)F